Cl.COC1=NC=CC(=N1)C1NCC2C1CNC2 (2-methoxypyrimidin-4-yl)octahydropyrrolo[3,4-c]pyrrole hydrochloride